2-(2,6-difluoro-4-(3-(1-(5-fluoropyrimidin-2-yl)piperidin-4-yl)propoxy)phenyl)-5-isopropyl-1,3,4-thiadiazole FC1=C(C(=CC(=C1)OCCCC1CCN(CC1)C1=NC=C(C=N1)F)F)C=1SC(=NN1)C(C)C